N-ethoxy-4-((4-isopropyl-2-(N-methyl-methanesulfonamido)phenyl)amino)-6-((2-methoxypyridin-4-yl)amino)-nicotinamide C(C)ONC(C1=CN=C(C=C1NC1=C(C=C(C=C1)C(C)C)N(S(=O)(=O)C)C)NC1=CC(=NC=C1)OC)=O